9-(piperidin-4-yl)-2,9-diazaspiro[5.5]undecane-2-carboxylic acid benzyl ester C(C1=CC=CC=C1)OC(=O)N1CC2(CCC1)CCN(CC2)C2CCNCC2